C(C)OC1=C(C(=CC=C1)OCC)P(N1C2=CC(=CC=C2C=2C=CC(=CC12)C1=CC(=CC(=C1)C(F)(F)F)C(F)(F)F)C1=CC(=CC(=C1)C(F)(F)F)C(F)(F)F)C1=C(C=CC=C1OCC)OCC (Z)-N-(bis(2,6-diethoxyphenyl)phosphino)-2,7-bis(3,5-bis(trifluoromethyl)phenyl)-9H-carbazole